[P].[In].[Ag] silver indium phosphorus